N-[5-(5-cyanopyridin-3-yl)-4-fluoro-2-[(3R,5S)-3,4,5-trimethylpiperazin-1-yl]phenyl]-6-oxo-4-(trifluoromethyl)-1H-pyridine-3-carboxamide C(#N)C=1C=C(C=NC1)C=1C(=CC(=C(C1)NC(=O)C1=CNC(C=C1C(F)(F)F)=O)N1C[C@H](N([C@H](C1)C)C)C)F